CC1=CC=C(C=C1)S(=O)(=O)NCCCC[C@@H](C(=O)O)N 4-toluenesulfonyl-L-lysine